(E)-6-((6-chloro-2-methyl-2H-indazol-5-yl)imino)-3-((1-((E)-3-(4-nitrophenyl)acryloyl)-1H-1,2,3-triazol-5-yl)methyl)-1-(2,4,5-trifluorobenzyl)-1,3,5-triazine-2,4-dione ClC=1C(=CC2=CN(N=C2C1)C)\N=C\1/NC(N(C(N1CC1=C(C=C(C(=C1)F)F)F)=O)CC1=CN=NN1C(\C=C\C1=CC=C(C=C1)[N+](=O)[O-])=O)=O